OCCCN(C(OC(C)(C)C)=O)C tert-butyl (3-hydroxypropyl)methylcarbamate